COC(=O)C1=CC(=C(C(O1)=O)OCCOC)C1=C(C=CC=C1C#N)C#N.ClC=1C=C2C(N(CN(C2=CC1)C1=C(C=C(C=C1)F)C)C1=C(OC=C1)C(=O)N)=O 3-(6-Chloro-1-(4-fluoro-2-methylphenyl)-4-oxo-1,4-dihydroquinazolin-3(2H)-yl)furan-2-carboxamide methyl-4-(2,6-dicyanophenyl)-3-(2-methoxyethoxy)-2-oxo-2H-pyran-6-carboxylate